F[C@@]1(C[C@H](N(C1)C(CNC(C1=CC=C(C=C1)OC1=CC=CC=C1)=O)=O)C(=O)O)CF (2S,4R)-4-fluoro-4-(fluoromethyl)-1-((4-phenoxybenzoyl)glycyl)pyrrolidine-2-carboxylic acid